4-methyl-5-(4-(1-methylhydrazino)phenyl)thiazole hydrochloride Cl.CC=1N=CSC1C1=CC=C(C=C1)N(N)C